C1(CC1)S(=O)(=O)N1CCC(CC1)NC=1N=CC2=C(N1)C(=NC(=C2)C)N2CC(C2)N2CC(C2)F N-(1-(cyclopropylsulfonyl)piperidin-4-yl)-8-(3-fluoro-[1,3'-biazetidin]-1'-yl)-6-methylpyrido[3,4-d]pyrimidin-2-amine